C(C1=CC=CC=C1)[C@H]1N(CCN(C1)CC(CO)S)C(=O)O.C(C=C)SC[C@H](N)C(=O)O L-(+)-S-allyl-cysteine (R)-benzyl-4-(3-hydroxy-2-mercaptopropyl)piperazine-1-carboxylate